6-((1s,6s)-6-aminocyclohex-3-en-1-yl)-2,7-dichloro-N-(thiazol-2-ylmethyl)thieno[3,2-d]pyrimidin-4-amine N[C@H]1CC=CC[C@@H]1C1=C(C=2N=C(N=C(C2S1)NCC=1SC=CN1)Cl)Cl